O1-tert-butyl O3-methyl 2-[2-nitro-5-(trifluoromethyl)phenyl]propanedioate [N+](=O)([O-])C1=C(C=C(C=C1)C(F)(F)F)C(C(=O)OC(C)(C)C)C(=O)OC